3,3-difluoroallylsulfide FC(=CCSCC=C(F)F)F